tert-butyl 4-((4-(((((9H-fluoren-9-yl)methoxy)carbonyl)amino)methyl)-1H-1,2,3-triazol-1-yl)methyl)isoindoline-2-carboxylate C1=CC=CC=2C3=CC=CC=C3C(C12)COC(=O)NCC=1N=NN(C1)CC1=C2CN(CC2=CC=C1)C(=O)OC(C)(C)C